N-{2-azaspiro[3.3]hept-6-yl}carbamic acid tert-butyl ester C(C)(C)(C)OC(NC1CC2(CNC2)C1)=O